Bicyclo[3.1.1]heptane C12CCCC(C1)C2